dimethyl-[4-(4-thiophenyl)benzoylphenyl]sulfonium nonafluorobutanesulfonate FC(C(C(C(S(=O)(=O)[O-])(F)F)(F)F)(F)F)(F)F.C[S+](C1=C(C=CC=C1)C(C1=CC=C(C=C1)C=1C=CSC1)=O)C